F[C@@H]1[C@H]2CC[C@@H](C[C@@H]1NC1=CN=C(N=N1)SC)N2C(=O)OC(C)(C)C tert-butyl (1R,2S,3S,5S)-2-fluoro-3-((3-(methylthio)-1,2,4-triazin-6-yl)amino)-8-azabicyclo(3.2.1)octane-8-carboxylate